(R)-1-(5-((4-cyclobutyl-2-methylpiperazin-1-yl)methyl)benzo[d]isoxazol-3-yl)dihydropyrimidine-2,4(1H,3H)-dione C1(CCC1)N1C[C@H](N(CC1)CC=1C=CC2=C(C(=NO2)N2C(NC(CC2)=O)=O)C1)C